dipropylbiphenyl-2,2'-diol C(CC)C=1C(=C(C(=CC1)C=1C(=CC=CC1)O)O)CCC